COC(C1=C(N=C(C=C1)C1=CC(=CC=C1)F)CN(S(=O)(=O)C1=CC=C(C=C1)C)CC(=O)OC)=O 6-(3-fluoro-phenyl)-2-{[methoxycarbonylmethyl-(4-methylphenylsulfonyl)-amino]-methyl}-nicotinic acid methyl ester